(4-chloro-2-fluorophenyl)-1-(2-(tosylmethyl)phenyl)piperidine ClC1=CC(=C(C=C1)C1N(CCCC1)C1=C(C=CC=C1)CS(=O)(=O)C1=CC=C(C)C=C1)F